BrC=1C=C(C(=NC1)OCCCN(C)C)NS(=O)(=O)C=1C=NC=C(C1)Cl N-(5-Bromo-2-(3-(dimethylamino)propoxy)pyridin-3-yl)-5-chloropyridine-3-sulfonamide